[Si](C1=CC=CC=C1)(C1=CC=CC=C1)(C(C)(C)C)OC[C@H]([C@H](CO)NC(OC(C)(C)C)=O)CC(=C)C tert-butyl N-[(1R,2S)-2-[[tert-butyl(diphenyl)silyl]oxymethyl]-1-(hydroxymethyl)-4-methyl-pent-4-enyl]carbamate